4-fluoro-2-(α-methylbenzyl)phenol FC1=CC(=C(C=C1)O)C(C1=CC=CC=C1)C